C(C1=CC=CC=C1)(=O)NC(C(=O)O)O 2-Benzamido-2-hydroxyacetic acid